(S)-tert-butyl (1-(4-bromo-2-fluoro-6-(trifluoromethyl)phenoxy)-4-methylpentan-2-yl)carbamate BrC1=CC(=C(OC[C@H](CC(C)C)NC(OC(C)(C)C)=O)C(=C1)C(F)(F)F)F